1,2-dimethyl-N-tosyl-1H-indole-3-carboxamide CN1C(=C(C2=CC=CC=C12)C(=O)NS(=O)(=O)C1=CC=C(C)C=C1)C